N-(2-chloro-3-(7-chloro-2,4-dioxo-1,2-dihydropteridine-3(4H)-yl)phenyl)-1-methyl-1H-pyrazole-4-carboxamide ClC1=C(C=CC=C1N1C(NC2=NC(=CN=C2C1=O)Cl)=O)NC(=O)C=1C=NN(C1)C